1-(3-(5-bromothiophene-2-carboxamido)cyclohexyl)-2-(pyridin-2-yl)-1H-benzo[d]imidazole-5-carboxamide BrC1=CC=C(S1)C(=O)NC1CC(CCC1)N1C(=NC2=C1C=CC(=C2)C(=O)N)C2=NC=CC=C2